N(=C=S)C=1C(N(C=C(C1)C(F)(F)F)C1CC2(COC2)C1)=O 3-isothiocyanato-1-(2-oxaspiro[3.3]heptan-6-yl)-5-(trifluoromethyl)pyridin-2(1H)-one